6-aminopurin-9-yl-2-(hydroxymethyl)-5-methylideneoxolane-3,4-diol NC1=C2N=CN(C2=NC=N1)C1(OC(C(C1O)O)=C)CO